C(C)(C)C1=C(C=CC=C1)C=1N=CC2=C(N1)C(=CN2)C(C)C2=CC=C(C=C2)C=2N(C=C(N2)C(F)(F)F)C 2-(2-isopropylphenyl)-7-[1-[4-[1-methyl-4-(trifluoromethyl)imidazol-2-yl]phenyl]ethyl]-5H-pyrrolo[3,2-d]pyrimidine